3-[5-(6-aminohexyl)-3-methyl-2-oxo-1,3-benzodiazol-1-yl]piperidine-2,6-dione NCCCCCCC1=CC2=C(N(C(N2C)=O)C2C(NC(CC2)=O)=O)C=C1